(R)-3-(2,6-difluoro-4-(2-oxo-7-azaspiro[3.5]nonan-7-yl)phenyl)piperidine-2,6-dione FC1=C(C(=CC(=C1)N1CCC2(CC(C2)=O)CC1)F)[C@@H]1C(NC(CC1)=O)=O